C(C)(=O)N[C@H](C(=O)N[C@H](C(=O)O)CCC(C)(C)C)CC1=CNC2=CC=CC=C12 (2S)-2-[(2S)-2-acetamido-3-(1H-indol-3-yl)propanamido]-5,5-dimethylhexanoic acid